1-(but-3-en-2-ylsulfonyl)-2-(5-(p-tolyl)-1H-imidazol-2-yl)piperidine CC(C=C)S(=O)(=O)N1C(CCCC1)C=1NC(=CN1)C1=CC=C(C=C1)C